3-oxopropyl-azetidine-1-carboxylate O=CCCOC(=O)N1CCC1